FC1=C2C(NC(=NC2=CC(=C1)NC1CCN(CC1)C1COC1)CSC1CCOCC1)=O 5-fluoro-7-((1-(oxetan-3-yl)piperidin-4-yl)amino)-2-(((tetrahydro-2H-pyran-4-yl)thio)methyl)quinazolin-4(3H)-one